1-(2,7-Dimethylthieno[3,2-d]pyrimidin-4-yl)-N-(3-(pyridin-4-yl)propyl)piperidin-4-amine CC=1N=C(C2=C(N1)C(=CS2)C)N2CCC(CC2)NCCCC2=CC=NC=C2